ClC=1C(=CC(=NC1)OC)C1=CC(=NN1)C(=O)N1CCC(CC1)C(=O)NCC1OCC(C1)(F)F (5-(5-chloro-2-methoxypyridin-4-yl)-1H-pyrazole-3-carbonyl)-N-((4,4-difluorotetrahydrofuran-2-yl)methyl)piperidine-4-carboxamide